(4-((4'-(piperidin-1-yl)-[1,1'-biphenyl]-4-yl)thio)-1H-1,2,3-triazol-5-yl)methanol N1(CCCCC1)C1=CC=C(C=C1)C1=CC=C(C=C1)SC=1N=NNC1CO